6-fluoro-7-(2-fluoro-6-hydroxy-phenyl)-1-(2-isopropyl-4-methyl-3-pyridyl)-4-[(3R)-3-Methyl-4-prop-2-enyl-piperazin-1-yl]quinolin-2-one FC=1C=C2C(=CC(N(C2=CC1C1=C(C=CC=C1O)F)C=1C(=NC=CC1C)C(C)C)=O)N1C[C@H](N(CC1)CC=C)C